1-(6-(4-(5-chloro-6-methyl-1H-indazol-4-yl)-3-(cinnolin-6-yl)-5-methyl-1H-pyrazol-1-yl)-2-azaspiro[3.3]heptan-2-yl)prop-2-en-1-one ClC=1C(=C2C=NNC2=CC1C)C=1C(=NN(C1C)C1CC2(CN(C2)C(C=C)=O)C1)C=1C=C2C=CN=NC2=CC1